ClC1=NC=C(C(=C1)C1=C(C=NC(=C1)C)C(=O)NC=1SC=2C(=NC=C(N2)C=2COCCC2)N1)OC 2'-chloro-N-[6-(5,6-dihydro-2H-pyran-3-yl)-[1,3]thiazolo[4,5-b]pyrazin-2-yl]-5'-methoxy-6-methyl-[4,4'-bipyridine]-3-carboxamide